(4S)-2-oxo-4-(trifluoromethyl)imidazol O=C1N=CC(=N1)C(F)(F)F